ClC=1C=C(N(C1)S(=O)(=O)C1=CC=C(C)C=C1)CCO 4-chloro-2-(2-hydroxyethyl)-1-p-toluenesulfonyl-1H-pyrrole